tert-Butyl N-(2-{1-[1-(benzyloxy)-6-oxopyridin-2-yl]-N-{2-[2-(2-{2-[(4-nitrophenyl)formamido]ethoxy}ethoxy)ethoxy]ethyl}formamido}ethyl)carbamate C(C1=CC=CC=C1)ON1C(=CC=CC1=O)C(=O)N(CCOCCOCCOCCNC(=O)C1=CC=C(C=C1)[N+](=O)[O-])CCNC(OC(C)(C)C)=O